(hydroxycarbonylphenyl)diphenyl-sulfonium OC(=O)C1=C(C=CC=C1)[S+](C1=CC=CC=C1)C1=CC=CC=C1